4-chloro-N-(5-(2,2-difluorocyclopropyl)-1H-pyrazol-3-yl)-N-methylbutanamide ClCCCC(=O)N(C)C1=NNC(=C1)C1C(C1)(F)F